C(C1=CC=CC=C1)OC1=C(N2C(C3=CC(=CC=C13)Br)=NC=N2)C(=O)OC methyl 6-benzyloxy-9-bromo-[1,2,4]triazolo[5,1-a]isoquinoline-5-carboxylate